(S)-2-amino-4-((1-hydroxypentan-2-yl)amino)-6-(4-(piperazin-1-ylmethyl)benzyl)pyrimido[4,5-d]pyridazin-5(6H)-one NC=1N=C(C2=C(C=NN(C2=O)CC2=CC=C(C=C2)CN2CCNCC2)N1)N[C@H](CO)CCC